1-(2,4-dichlorophenyl)-4,4-dimethyl-2-(1,2,4-triazol-1-yl)pent-1-en-3-ol ClC1=C(C=CC(=C1)Cl)C=C(C(C(C)(C)C)O)N1N=CN=C1